4-chromenone O1C=CC(C2=CC=CC=C12)=O